C1(=CC=CC=C1)C1=NC2=CC=CC=C2C=C1C1=CC=CC=C1 2,3-diphenyl-quinoline